5-bromo-N-(6-(3,3-dimethylbutanoyl)-5,6,7,8-tetrahydro-1,6-naphthyridin-3-yl)-2-methoxybenzenesulfonamide BrC=1C=CC(=C(C1)S(=O)(=O)NC=1C=NC=2CCN(CC2C1)C(CC(C)(C)C)=O)OC